NCCS(=O)(=O)[O-].NCCS(=O)(=O)[O-].NCCS(=O)(=O)[O-].[Na+].[Na+].[Na+] Sodium Tritaurinate